NC=1C(=NC(=C(C1)C(F)(F)F)C=1C=C2CCNC(C2=CC1)=O)C(=O)NCC(=O)C1=CC=C(C=C1)F 3-amino-N-(2-(4-fluorophenyl)-2-oxoethyl)-6-(1-oxo-1,2,3,4-tetrahydroisoquinolin-6-yl)-5-(trifluoromethyl)picolinamide